L-rhamnosyl-β-hydroxydecanoate C1([C@H](O)[C@H](O)[C@@H](O)[C@@H](O1)C)OC(CC(CCCCCCC)O)=O